CC=1N=C2N(N=C(C=C2C)C=2N=C3N(C(C2)=O)C=C(S3)[C@H]3[C@@H](CNCC3)F)C1 7-(2,8-Dimethylimidazo[1,2-b]pyridazin-6-yl)-2-[(3S,4R)-3-fluoro-4-piperidyl]thiazolo[3,2-a]pyrimidin-5-on